N-(2-Chlorophenyl)-4-oxo-4-(1-phenyl-3,4-dihydro-1H-isoquinolin-2-yl)butyric acid amide ClC1=C(C=CC=C1)NC(CCC(N1C(C2=CC=CC=C2CC1)C1=CC=CC=C1)=O)=O